2-[2-(hydroxymethyl)-4-(4-phenoxyanilino)pyrimidin-5-yl]propan-2-ol OCC1=NC=C(C(=N1)NC1=CC=C(C=C1)OC1=CC=CC=C1)C(C)(C)O